2-chloro-4-(((1-methylpiperidin-4-yl)oxy)methyl)pyridine ClC1=NC=CC(=C1)COC1CCN(CC1)C